1-(4-(4-AMINO-1-(TETRAHYDROFURAN-3-YL)-1H-PYRAZOLO[3,4-D]PYRIMIDIN-3-YL)PHENYL)-3-(3-(TERT-BUTYL)ISOXAZOL-5-YL)UREA NC1=C2C(=NC=N1)N(N=C2C2=CC=C(C=C2)NC(=O)NC2=CC(=NO2)C(C)(C)C)C2COCC2